CC1(CN(CC1)CCNC(=O)C=1C=CC(=C(C1)NC(=O)C=1C=C2C(=NC1)NC(=C2)C=2C=NN(C2)CCO)F)C N-(5-((2-(3,3-dimethylpyrrolidin-1-yl)ethyl)carbamoyl)-2-fluorophenyl)-2-(1-(2-hydroxyethyl)-1H-pyrazol-4-yl)-1H-pyrrolo[2,3-b]pyridine-5-carboxamide